C(C)(=O)N[C@H](C(=O)N[C@@H](CC1=CC=C(C=C1)NS(O)(=O)=O)C=1SC=C(N1)C1=CSC=C1)CC1=CC=CC=C1 4-{(S)-2-((S)-2-Acetamido-3-phenylpropanamido)-2-[4-(thiophen-3-yl)thiazol-2-yl]ethyl}phenylsulfamic acid